C(C1=CC=CC=C1)N1C([C@@H](CC1)NC(OC(C)(C)C)=O)=O tert-butyl (R)-(1-benzyl-2-oxopyrrolidin-3-yl)carbamate